Methyl (S)-2-(6-(3-chloro-4-(2-chloro-3-(6-methoxy-5-((((5-oxopyrrolidin-2-yl)methyl)amino)methyl)pyridin-2-yl)phenyl)pyridin-2-yl)-8-methoxy-3,4-dihydroisoquinolin-2(1H)-yl)acetate ClC=1C(=NC=CC1C1=C(C(=CC=C1)C1=NC(=C(C=C1)CNC[C@H]1NC(CC1)=O)OC)Cl)C=1C=C2CCN(CC2=C(C1)OC)CC(=O)OC